[Na+].C(=O)([O-])CCCN1N=CC(=C1)N1C(=C(C2=CC=C(C(=C12)F)Cl)SC=1C(=C(C(=O)[O-])C=CC1)F)C1CC1.[Na+] 3-((1-(1-(3-carboxypropyl)-1H-pyrazol-4-yl)-6-chloro-2-cyclopropyl-7-fluoro-1H-indol-3-yl)thio)-2-fluorobenzoic acid sodium salt